CN1C(C2(C3=C1C=NC=1C=CC(=CC31)C=3C=C(C(=NC3)OCCCN3CCCC3)NS(=O)(=O)C3=CC=CC=C3)CCC2)=O N-(5-(3'-Methyl-2'-oxo-2',3'-dihydrospiro[cyclobutane-1,1'-pyrrolo[2,3-c]quinolin]-8'-yl)-2-(3-(pyrrolidin-1-yl)propoxy)pyridin-3-yl)benzenesulfonamide